ClC=1N=C2C(=NC1)NC=C2C2=NC(=CC(=N2)NC2C(C1CCC2CC1)C(=O)O)C1=CC=CC=C1 (+/-)-trans-3-((2-(2-chloro-5H-pyrrolo[2,3-b]pyrazin-7-yl)-6-phenyl-pyrimidin-4-yl)amino)bicyclo[2.2.2]octane-2-carboxylic acid